(2-chlorobenzyl)-3-phenyl-1,2,4-triazin-6(1H)-one ClC1=C(CN2N=C(N=CC2=O)C2=CC=CC=C2)C=CC=C1